C(#N)C1=C(C=C(C=C1)C1=NC=2N(C=C1)N=CC2C=2C=C(C(=O)O)C=CC2)O[C@H](CN2N=NN=C2)C 3-[5-(4-cyano-3-{[(2S)-1-(1H-tetrazol-1-yl)propan-2-yl]oxy}phenyl)pyrazolo[1,5-a]pyrimidin-3-yl]benzoic acid